I.C(C=C)C=1C=CC(=NC1)CC1=C2C=CNC2=CC(=C1OC=1C=CC(=C(C(=N)SC)C1)F)F methyl 5-((4-((5-allylpyridin-2-yl)methyl)-6-fluoro-1H-indol-5-yl)oxy)-2-fluoro-benzimidothioate hydroiodide